C(CCCCCCCC)[Si](OC)(OC)OC Nonyltrimethoxysilane